2-Ethyl-hexyl alcohol stearate C(CCCCCCCCCCCCCCCCC)(=O)OCC(CCCC)CC